C(#N)C1=NC2=CC(=CC(=C2N=C1N1CC(C(CC1)(F)F)C)[C@@H](C)NC1=C(C(=O)O)C=CC=C1)C (((1R)-1-(2-cyano-3-(4,4-difluoro-3-methylpiperidin-1-yl)-7-methylquinoxalin-5-yl)ethyl)amino)benzoic acid